O[C@H]1C[C@H](C1)NC1=CC(=NC=N1)NC=1SC2=C(N1)C1(NC2=O)CCCCC1 Cis-2'-((6-(((1s,3s)-3-hydroxycyclobutyl)amino)pyrimidin-4-yl)amino)spiro[cyclohexane-1,4'-pyrrolo[3,4-d]thiazol]-6'(5'H)-one